1,4-bis(α-hydroxyisopropyl)naphthalene OC(C)(C)C1=CC=C(C2=CC=CC=C12)C(C)(C)O